COC(C(=O)C1=CC=CC=C1)(C1=CC=CC=C1)OC 2,2-dimethoxy-1,2-diphenyl-ethane-1-one